((4r,5s,7r,8r,9s,10r)-8,10-dihydroxy-7-(hydroxymethyl)-9-(4-(3,4,5-trifluorophenyl)-1H-1,2,3-triazol-1-yl)-1,6-dioxaspiro[4.5]dec-4-yl)-1-phenylcyclopropanecarboxamide O[C@H]1[C@H](O[C@@]2([C@H](CCO2)C2C(C2)(C(=O)N)C2=CC=CC=C2)[C@@H]([C@H]1N1N=NC(=C1)C1=CC(=C(C(=C1)F)F)F)O)CO